2-Methyl-5-methylsulfonyl-benzoic acid CC1=C(C(=O)O)C=C(C=C1)S(=O)(=O)C